N1(CCOCC1)C(=O)C1=CC=C(C=C1)B1OC(C(O1)(C)C)(C)C morpholinyl-(4-(4,4,5,5-tetramethyl-1,3,2-dioxaborolan-2-yl)phenyl)methanone